2-((1R,6R)-3-methyl-6-(prop-1-en-2-yl) cyclohex-2-enyl)-5-(trifluoromethylsulfonyloxy)-1,3-benzenediacetate CC1=C[C@H]([C@@H](CC1)C(=C)C)C1=C(C=C(C=C1CC(=O)[O-])OS(=O)(=O)C(F)(F)F)CC(=O)[O-]